The molecule is a benzoate ester resulting from the formal condensation of the carboxy group of vanillic acid with the hydroxy group of (-)-borneol. A metabolite isolated from Ferula dissecta. It has a role as a plant metabolite, an animal metabolite, an antimicrobial agent and an antineoplastic agent. It is a benzoate ester, a monoterpenoid, a phenol, a monomethoxybenzene and a carbobicyclic compound. It derives from a (-)-borneol and a vanillic acid. C[C@]12CC[C@H](C1(C)C)C[C@H]2OC(=O)C3=CC(=C(C=C3)O)OC